C1=C(C=CC2=CC=CC=C12)C1=CC=C(C=C1)NC=1C=C(C(=CC1)C1=CC=CC=C1)C1=CC=CC=C1 (4-naphthalen-2-yl-phenyl)-[1,1':2',1'']terphenyl-4'-yl-amine